4-fluoro-1-(4-((4-fluorobenzyl)oxy)-1,3,5-triazin-2-yl)-N-(4-methyl-1-azabicyclo[3.2.2]non-4-yl)piperidine-4-carboxamide FC1(CCN(CC1)C1=NC=NC(=N1)OCC1=CC=C(C=C1)F)C(=O)NC1(CCN2CCC1CC2)C